ClC1=CC=C(C=C1)C1=CC2=C(N=CN(C2=O)[C@H](CO)C)C(=N1)C=1C=NC=CC1 (S)-6-(4-chlorophenyl)-3-(1-hydroxypropan-2-yl)-8-(pyridin-3-yl)pyrido[3,4-d]pyrimidin-4(3H)-one